Ethyl (2S)-2-[[(2S)-3-[5-[bis(2-chloroethyl)amino]-1-methyl-benzimidazol-2-yl]-2-(tert-butoxycarbonylamino)propanoyl]amino]-3-(4-fluorophenyl)propanoate ClCCN(C1=CC2=C(N(C(=N2)C[C@@H](C(=O)N[C@H](C(=O)OCC)CC2=CC=C(C=C2)F)NC(=O)OC(C)(C)C)C)C=C1)CCCl